CN(S(=O)(=O)N1N=CC(=C1CC)C1=CC=2N=C(NC(C2S1)=O)[C@H]1N(CCCC1)C(=O)OC(C)(C)C)C tert-butyl (2S)-2-{6-[1-(dimethylsulfamoyl)-5-ethyl-1H-pyrazol-4-yl]-4-oxo-3,4-dihydrothieno[3,2-d]pyrimidin-2-yl}piperidine-1-carboxylate